C1(=CC=CC=C1)COC(=O)NC1OC2(CCC1CC2)C(=O)O (((phenylmethyloxy)carbonyl)amino)-2-oxabicyclo[2.2.2]octane-1-carboxylic acid